ClC=1C=C(C(=O)O)C=C(C1OC)S(NC1=C(C=C(C(=C1)C1=C(C=CC=C1)OCCO)F)F)(=O)=O 3-chloro-5-[[2,4-difluoro-5-[2-(2-hydroxyethoxy)phenyl]phenyl]sulfamoyl]-4-methoxy-benzoic acid